tert-butyl N-[[1-(3-bromophenyl)cyclopropyl]methyl]carbamate BrC=1C=C(C=CC1)C1(CC1)CNC(OC(C)(C)C)=O